C1(CCCC1)COC1=CC(=C2C(CC(OC2=C1)C1=CC=C(C=C1)OCC1CCCC1)=O)O 7-cyclopentylmethoxy-5-hydroxyl-2-(4-cyclopentylmethoxyphenyl)chroman-4-one